The molecule is a 2-hydroxy-4-oxobutane-1,2,4-tricarboxylate resulting from the deprotonation of all three carboxy groups of (2S)-2-hydroxy-4-oxobutane-1,2,4-tricarboxylic acid; the major species at pH 7.3. It is a conjugate base of a (2S)-2-hydroxy-4-oxobutane-1,2,4-tricarboxylic acid. C(C(=O)C(=O)[O-])[C@](CC(=O)[O-])(C(=O)[O-])O